BrC1=C(C=C2C(=NC(=NC2=C1Cl)OC[C@]12CCCN2C[C@@H](C1)F)N1C[C@H]2CC[C@@H](C1)N2C(=O)OC(C)(C)C)C=O tert-butyl (1R,5S)-3-(7-bromo-8-chloro-2-(((2R,7aS)-2-fluorotetrahydro-1H-pyrrolizin-7a(5H)-yl)methoxy)-6-formylquinazolin-4-yl)-3,8-diazabicyclo[3.2.1]octane-8-carboxylate